N-(3-(7-Ethyl-1H-indazol-5-yl)-1-(6,7-dihydro-1H-pyrazolo[4,3-c]pyridin-5(4H)-yl)-1-oxopropan-2-yl)-4-(1,2-dihydro-2-oxoquinazolin-3(4H)-yl)-piperidine-1-carboxamide C(C)C=1C=C(C=C2C=NNC12)CC(C(=O)N1CC2=C(CC1)NN=C2)NC(=O)N2CCC(CC2)N2C(NC1=CC=CC=C1C2)=O